C(CCCC)[C@@H]1CC[C@H](CC1)C1=CC=C(C(=O)O)C=C1 4-(trans-4-pentylcyclohexyl)benzoic acid